1-(6'-cyano-3-methyl-6-phenyl-[2,3'-bipyridin]-5-yl)-3-((1R,2R)-2-hydroxy-4,4-dimethyl-1,2,3,4-tetrahydronaphthalen-1-yl)urea C(#N)C1=CC=C(C=N1)C1=NC(=C(C=C1C)NC(=O)N[C@H]1[C@@H](CC(C2=CC=CC=C12)(C)C)O)C1=CC=CC=C1